1-(3-fluoro-4-nitro-phenyl)piperidin-4-one FC=1C=C(C=CC1[N+](=O)[O-])N1CCC(CC1)=O